C(#N)C1CCC(CC1)N(C(=O)[C@H]1[C@@H](CCC1)S(=O)(=O)C1=CC=C(C)C=C1)CC1=CC=C(C=C1)C([2H])([2H])[2H] (1S,2R)-N-((1r,4S)-4-cyanocyclohexyl)-N-(4-(methyl-d3)benzyl)-2-tosylcyclopentane-1-carboxamide